C(C)OC(COC[C@@]12C[C@H](N([C@H]2C1)C(=O)OC(C)(C)C)C(=O)OCC1=CC=CC=C1)=O 3-benzyl 2-(tert-butyl) (1S,3S,5R)-5-((2-ethoxy-2-oxoethoxy)methyl)-2-azabicyclo[3.1.0]hexane-2,3-dicarboxylate